methoxy-1-butanesulfonate COC(CCC)S(=O)(=O)[O-]